ClC1=C(OC2=CC=C(C=3C=CC=NC23)N)C=CC=C1 8-(2-chlorophenoxy)quinolin-5-amine